FC(C(=O)O)(F)F.COC1=CC2=C(N=C(C=3CCCNC23)NC(C)C)C=C1OCCCN1CCCC1 9-methoxy-N-(propan-2-yl)-8-[3-(pyrrolidin-1-yl)propoxy]-1H,2H,3H,4H-benzo[h]1,6-naphthyridin-5-amine trifluoroacetate